[2-(5-Fluoro-2,7-dimethyl-benzo[b]thiophen-3-yl)-ethyl]-[6-(1H-indol-5-yl)-pyrimidin-4-yl]-amin FC1=CC2=C(SC(=C2CCNC2=NC=NC(=C2)C=2C=C3C=CNC3=CC2)C)C(=C1)C